N-{2-[(3S)-3-(aminomethyl)piperidin-1-yl]-4-(3-fluorophenoxy)-3-(trifluoromethyl)phenyl}-2-(pyridazin-4-yl)-1,3-thiazole-4-carboxamide NC[C@H]1CN(CCC1)C1=C(C=CC(=C1C(F)(F)F)OC1=CC(=CC=C1)F)NC(=O)C=1N=C(SC1)C1=CN=NC=C1